3-(trimethoxy-silyl)propylacrylate CO[Si](CCCOC(C=C)=O)(OC)OC